(4R)-4-[3-(1-fluoro-8-{4-fluoro-2-[(3R)-3-methylmorpholine-4-carbonyl]phenyl}-3-methylimidazo[1,5-a]pyridin-6-yl)azetidin-1-yl]-5-methylhexanal FC=1N=C(N2C1C(=CC(=C2)C2CN(C2)[C@H](CCC=O)C(C)C)C2=C(C=C(C=C2)F)C(=O)N2[C@@H](COCC2)C)C